FC(C1=NC(=NO1)C1=CC=2N(C=C1)C=C(N2)CP(OCC)(OC)=O)(F)F ethyl methyl ((7-(5-(trifluoromethyl)-1,2,4-oxadiazol-3-yl)imidazo[1,2-a]pyridin-2-yl)methyl)phosphonate